[N+](=O)([O-])C1=C(N)C=CC(=C1)N1C=CC=C1 2-nitro-4-(1H-pyrrole-1-yl)aniline